O=C1NC(CCC1NC(=O)C1=CC=C(C=N1)C#CCCCCCC(=O)O)=O 8-(6-((2,6-Dioxopiperidin-3-yl)carbamoyl)pyridin-3-yl)oct-7-ynoic acid